CN(C=1C=C2C=CC=C(C2=CC1)S(=O)(=O)NC1=CC=C(C=C1)CN1C(COCC1)=O)C 6-(dimethylamino)-N-(4-((3-oxomorpholino)methyl)phenyl)naphthalene-1-sulfonamide